N-({5-methoxy-6-[2-(1H-1,2,3-triazol-1-yl)ethyl]-2-indolyl}methyl)1-methylcyclopropanecarboxamide COC=1C=C2C=C(NC2=CC1CCN1N=NC=C1)CNC(=O)C1(CC1)C